O=C1NC(CCC1N1C(C2=CC=C(C=C2C=N1)N1CCN(CC1)C(=O)OC(C)(C)C)=O)=O t-Butyl 4-(2-(2,6-dioxopiperidin-3-yl)-1-oxo-1,2-dihydrophthalazin-6-yl)piperazine-1-Carboxylate